FC(C(=O)O)(F)F.C(#N)C=1C=C(C=CC1)N1N=C(N=C1)C(=O)NC[C@H]1[C@H](NCC1)C 1-(3-cyanophenyl)-N-(((2R,3S)-2-methylpyrrolidin-3-yl)methyl)-1H-1,2,4-triazole-3-carboxamide trifluoroacetate